CN1C(N(C2=NC(=NC=C12)NC1=CC2=C(OC=CO2)C=C1C)C1(CCOCC1)C#N)=O 4-(7-methyl-2-((7-methylbenzo[b][1,4]dioxin-6-yl)amino)-8-oxo-7,8-dihydro-9H-purin-9-yl)tetrahydro-2H-pyran-4-carbonitrile